5,5-di((Z)-heptadec-8-en-1-yl)-1-(3-(pyrrolidin-1-yl) propyl)-2,5-dihydro-1H-imidazole-2-carboxylate C(CCCCCC\C=C/CCCCCCCC)C1(C=NC(N1CCCN1CCCC1)C(=O)[O-])CCCCCCC\C=C/CCCCCCCC